N-{2-[(3S,4R)-3-fluoro-4-(2H3)methoxy-piperidin-1-yl]pyrimidin-4-yl}-8-[(2R,3S)-3-(methanesulfonyl-methyl)-2-methylazetidin-1-yl]-5-(propan-2-yl)isoquinolin-3-amine F[C@H]1CN(CC[C@H]1OC([2H])([2H])[2H])C1=NC=CC(=N1)NC=1N=CC2=C(C=CC(=C2C1)C(C)C)N1[C@@H]([C@H](C1)CS(=O)(=O)C)C